CC1(CCC(CC1)(C(C)C)C(C)C)C dimethyl-diisopropyl-cyclohexane